N1N=NC2=C1C=CC(=C2)CN2[C@H](C1=CC=CC=C1C2=O)CC=2C(=NC=CC2Cl)C#N (S)-3-((2-((1H-benzo[d][1,2,3]triazol-5-yl)methyl)-3-oxoisoindolin-1-yl)methyl)-4-chloropicolinonitrile